2-(6-((2S,5R)-2,5-dimethyl-4-(1-(spiro[benzo[d][1,3]dioxole-2,1'-cyclobutan]-5-yl)ethyl)piperazin-1-yl)-9-ethyl-3-methyl-2-oxo-3,9-dihydro-2H-purin-8-yl)acetonitrile C[C@@H]1N(C[C@H](N(C1)C(C)C1=CC2=C(OC3(CCC3)O2)C=C1)C)C=1C=2N=C(N(C2N(C(N1)=O)C)CC)CC#N